N-((S)-1-(1-(Benzylsulfonyl)-N-(((S)-2-oxopyrrolidin-3-yl)methyl)methanamido)-5-methyl-2-oxohexan-3-yl)-4-methoxy-1H-indole-2-carboxamide C(C1=CC=CC=C1)S(=O)(=O)C(=O)N(C[C@H]1C(NCC1)=O)CC([C@H](CC(C)C)NC(=O)C=1NC2=CC=CC(=C2C1)OC)=O